SC(C)C1=CC=C(C=C1)O p-(1-mercaptoethyl)phenol